S1C(=NC2=C1C=CC=C2)NC2=C(C(=C(N=N2)N(C=2SC=C(N2)C(=O)OCC)C)C)C ethyl 2-({6-[(1,3-benzothiazol-2-yl)amino]-4,5-dimethylpyridazin-3-yl}(methyl)amino)-1,3-thiazole-4-carboxylate